Tert-Butyl 6-(((R)-3-(((benzyloxy)carbonyl)amino)chroman-7-yl)oxy)-2-azaspiro[3.4]octane-2-carboxylate C(C1=CC=CC=C1)OC(=O)N[C@H]1COC2=CC(=CC=C2C1)OC1CC2(CN(C2)C(=O)OC(C)(C)C)CC1